1-trityl-1H-indazole C(C1=CC=CC=C1)(C1=CC=CC=C1)(C1=CC=CC=C1)N1N=CC2=CC=CC=C12